1-((R)-2,2-difluorocyclobutyl)-4-(((1R,5S,6s)-3-methyl-3-azabicyclo[3.1.0]hexan-6-yl)amino)-6-oxo-N-((R)-1-(3-(trifluoromethyl)phenyl)ethyl)-1,6-dihydropyridine-3-carboxamide FC1([C@@H](CC1)N1C=C(C(=CC1=O)NC1[C@@H]2CN(C[C@H]12)C)C(=O)N[C@H](C)C1=CC(=CC=C1)C(F)(F)F)F